1-[4-(2,3-dimethylphenyl)piperazin-1-yl]-2-[4-(difluoromethyl)-3-[rac-(3R,4S)-3-fluoro-4-hydroxy-piperidine-1-carbonyl]-5,6-dihydro-4H-cyclopenta[c]pyrazol-1-yl]ethanone CC1=C(C=CC=C1C)N1CCN(CC1)C(CN1N=C(C2=C1CCC2C(F)F)C(=O)N2C[C@H]([C@H](CC2)O)F)=O |r|